6-bromo-N-(3-(5-methoxypyridin-2-yl)-1-methyl-1H-pyrazol-4-yl)picolinamide BrC1=CC=CC(=N1)C(=O)NC=1C(=NN(C1)C)C1=NC=C(C=C1)OC